(5aR,5bS,7aS,10aS,10bR)-5a,7a-dimethyl-2-(4-methylphenyl)-5,5a,5b,6,7,7a,8,9,10,10a,10b,11-dodecahydro-4H-cyclopenta[7,8]phenanthro[2,1-d]thiazol-8-ol C[C@@]12CCC=3N=C(SC3C2=CC[C@H]2[C@H]3[C@](CC[C@H]12)(C(CC3)O)C)C3=CC=C(C=C3)C